(S)-8-bromo-3-(2-chloro-4-fluorobenzyl)-6-((2-imino-3-methyl-2,3-dihydro-1H-imidazol-1-yl)methyl)chroman-4-one BrC=1C=C(C=C2C([C@H](COC12)CC1=C(C=C(C=C1)F)Cl)=O)CN1C(N(C=C1)C)=N